4-(4'-(Cyanomethyl)-4-hydroxy-[1,1'-biphenyl]-3-yl)Butanenitrile C(#N)CC1=CC=C(C=C1)C1=CC(=C(C=C1)O)CCCC#N